ClC1=C(C(=O)N2CC(CC2)C(=O)N\N=C\[C@]2([C@@H](N3C(C[C@H]3S2(=O)=O)=O)C(=O)O)C)C=CC(=C1O)O (2S-3R,5R)-3-((E)-(2-(1-(2-chloro-3,4-dihydroxybenzoyl)pyrrolidine-3-carbonyl)hydrazono)methyl)-3-methyl-7-oxo-4-thia-1-azabicyclo[3.2.0]heptane-2-carboxylic acid 4,4-dioxide